[K].ClC1=CC=C(C[C@@H]2CC[C@]([C@@]2(O)CN2N=CN=C2)(C)CCl)C=C1 (1R,2S,5S)-5-(4-chlorobenzyl)-2-(chloromethyl)-2-methyl-1-(1H-1,2,4-triazol-1-ylmethyl)cyclopentanol potassium